4-[4-[[2-methyl-5-[(1S,2S,3S,4R,5S)-2,3,4-tribenzyloxy-1-methyl-6,8-dioxabicyclo[3.2.1]oct-5-yl]phenyl]methyl]phenyl]butyric acid CC1=C(C=C(C=C1)[C@]12[C@@H]([C@H]([C@@H]([C@](CO1)(O2)C)OCC2=CC=CC=C2)OCC2=CC=CC=C2)OCC2=CC=CC=C2)CC2=CC=C(C=C2)CCCC(=O)O